(2r,5s)-3-(3-aminophenylethyl)-2-(1-(4-bromophenyl)-3-(4-fluorophenyl)-1H-pyrazol-4-yl)-5-methyl-oxazolidin-4-one NC=1C=C(C=CC1)CCN1[C@H](O[C@H](C1=O)C)C=1C(=NN(C1)C1=CC=C(C=C1)Br)C1=CC=C(C=C1)F